COC=1C=C(C=C2C(=NC=NC12)NCC=1N=NC(=CC1)C)C1=C(C#N)C=C(C=C1)C 2-(8-Methoxy-4-(((6-methylpyridazin-3-yl)methyl)amino)quinazolin-6-yl)-5-methylbenzonitrile